4-((4-((4-(((2-chloro-[1,1'-biphenyl]-4-yl)methyl)amino)butyl)amino)butyl)amino)-1H-indazole-6-carboxylic acid ClC1=C(C=CC(=C1)CNCCCCNCCCCNC1=C2C=NNC2=CC(=C1)C(=O)O)C1=CC=CC=C1